Dichloro-(1,10-phenanthrolin) ClC=1C(=NC2=C3N=CC=CC3=CC=C2C1)Cl